FC(S(=O)(=O)O[C@@H](C(=O)OCC1=CC=CC=C1)C)(F)F benzyl (2R)-2-(trifluoromethylsulfonyloxy)propanoate